((3aR,4R,7S,7aR)-2,2-dimethyl-7-((4-(trifluoromethyl)pyrimidin-2-yl)amino)tetrahydro-4H-[1,3]dioxolo[4,5-c]pyran-4-yl)methanol CC1(O[C@H]2[C@H]([C@H](OC[C@@H]2NC2=NC=CC(=N2)C(F)(F)F)CO)O1)C